4-chloro-2-(cyclopropylmethoxy)benzaldehyde ClC1=CC(=C(C=O)C=C1)OCC1CC1